CC=1N(C(=CC1C(=O)N)C)CC=1C=NN(C1)C 2,5-dimethyl-1-((1-methyl-1H-pyrazol-4-yl)methyl)-1H-pyrrole-3-carboxamide